2-Chloro-5-(1-methyl-4-(trifluoromethyl)-1H-imidazol-2-yl)pyrimidine ClC1=NC=C(C=N1)C=1N(C=C(N1)C(F)(F)F)C